CN(CC#CC1=C(C=C(C=C1)C=1CCN(CC1)CCC(C(=O)NOC1OCCCC1)(S(=O)(=O)C)C)F)C 4-(4-(4-(3-(dimethylamino)prop-1-yn-1-yl)-3-fluorophenyl)-3,6-dihydropyridin-1(2H)-yl)-2-methyl-2-(methylsulfonyl)-N-((tetrahydro-2H-pyran-2-yl)oxy)butanamide